C(C)OCC1(CCN(CC1)CC1=CC=C(C=C1)B1OC(C(O1)(C)C)(C)C)CCC1=CC=CC=C1 4-(ethoxymethyl)-4-phenethyl-1-(4-(4,4,5,5-tetramethyl-1,3,2-dioxaborolan-2-yl)benzyl)piperidine